(3-((5-fluoro-2-(4-fluoro-1-methyl-1H-pyrazol-5-yl)pyrimidin-4-yl)oxy)azetidin-1-yl)methanone FC=1C(=NC(=NC1)C1=C(C=NN1C)F)OC1CN(C1)C=O